N-(3-carbamimidoyl-2,4-difluorobenzyl)isobutyramide hydrochloride Cl.C(N)(=N)C=1C(=C(CNC(C(C)C)=O)C=CC1F)F